2-((4-(6-((4-Chloro-2-fluorobenzyl)oxy)pyridin-2-yl)piperidin-1-yl)(cyclopropyl)methyl)-1-(((S)-oxetan-2-yl)methyl)-1H-benzo[d]imidazole-6-carboxylic acid ClC1=CC(=C(COC2=CC=CC(=N2)C2CCN(CC2)C(C2=NC3=C(N2C[C@H]2OCC2)C=C(C=C3)C(=O)O)C3CC3)C=C1)F